Methyl-2-[acetyl(1-naphthylmethyl)amino]-4,7-dihydro-5H-spiro[1-benzothiophene-6,2'-[1,3]dioxolane] CC1OC2(OC1)CC1=C(C=C(S1)N(CC1=CC=CC3=CC=CC=C13)C(C)=O)CC2